CC1(COC1)NC(=O)N1CC2(C1)CNCCCC2 N-(3-methyloxetan-3-yl)-2,6-diazaspiro[3.6]decane-2-carboxamide